N-(2-furylmethyl)-1-[[5-[5-(trifluoromethyl)-1,2,4-oxadiazol-3-yl]-2-thienyl]methyl]pyrazole-4-carboxamide O1C(=CC=C1)CNC(=O)C=1C=NN(C1)CC=1SC(=CC1)C1=NOC(=N1)C(F)(F)F